3-(tripropoxysilyl)propyl-di-n-octylmethyl-ammonium chloride [Cl-].C(CC)O[Si](CCC[N+](C)(CCCCCCCC)CCCCCCCC)(OCCC)OCCC